tert-butyl N-[(3R)-8-fluoro-7-[(Z)-N'-hydroxycarbamimidoyl]-1,1,4-trioxo-5-[[4-(trifluoromethoxy)phenyl]methyl]-2,3-dihydro-1λ6,5-benzothiazepin-3-yl]carbamate FC1=CC2=C(N(C([C@H](CS2(=O)=O)NC(OC(C)(C)C)=O)=O)CC2=CC=C(C=C2)OC(F)(F)F)C=C1/C(/N)=N/O